10-(benzyloxy)-1,2,3,4,5,6-hexahydroazepino[4,5-b]indole C(C1=CC=CC=C1)OC=1C=2C3=C(NC2C=CC1)CCNCC3